4-((1H-1,2,4-triazol-1-yl)methyl)-N-sec-butylbenzamidine N1(N=CN=C1)CC1=CC=C(C(=N)NC(C)CC)C=C1